3-bromo-5-methyl-2-(trifluoromethyl)pyridine BrC=1C(=NC=C(C1)C)C(F)(F)F